FC1(CCC(CC1)[C@@H](C=1N=C2N(N=C(C(=N2)C2CCC(CC2)(F)F)C[C@@H]2C(NC[C@@H](C2)C(F)(F)F)=O)C1)NC(OCC1=CC=CC=C1)=O)F benzyl ((1S)-(4,4-difluorocyclohexyl)(3-(4,4-difluorocyclohexyl)-2-(((3R,5R)-2-oxo-5-(trifluoromethyl)piperidin-3-yl)methyl)imidazo[1,2-b][1,2,4]triazin-6-yl)methyl)carbamate